OC1CN(CCC1C)C=O (3-hydroxy-4-methyl-piperidin-1-yl)-methanone